C(C)O[Si](CCCN(C(O)=O)CC(C)O)(OCC)OCC.C(#N)C1=C(C=C(C=C1)SC(F)(F)F)NS(=O)(=O)C N-(2-cyano-5-((trifluoromethyl)thio)phenyl)methanesulfonamide N-(3-triethoxysilylpropyl)-2-hydroxypropylcarbamat